CC=1C(C(=CC1)C)[SiH](OC)OC 2,5-dimethyl-2,4-cyclopentadienyldimethoxysilane